5-((6-((R)-3-(4-amino-3-(4-phenoxyphenyl)-1H-pyrazolo[3,4-d]pyrimidin-1-yl)piperidin-1-yl)-6-oxohexyl)thio)-2-(2,6-dioxopiperidin-3-yl)-6-fluoroisoindoline-1,3-dione NC1=C2C(=NC=N1)N(N=C2C2=CC=C(C=C2)OC2=CC=CC=C2)[C@H]2CN(CCC2)C(CCCCCSC=2C=C1C(N(C(C1=CC2F)=O)C2C(NC(CC2)=O)=O)=O)=O